N[C@@H]1CN(CCC1)CC=1C=C(C=C(C1)N1C=NC(=C1)C)NC(C1=NC=CC(=C1)OC1=CC=CC=C1)=O (S)-N-(3-((3-aminopiperidin-1-yl)methyl)-5-(4-methyl-1H-imidazol-1-yl)phenyl)-4-phenoxypicolinamide